6H,7H,8H-pyrido[3,4-d]pyrimidine N1=CN=CC2=C1CNCC2